ClCP(=O)(C)C chloro(dimethylphosphinoyl)methane